N-(4-chlorophenyl)-7-(6-fluoroquinolin-4-yl)-1-azaspiro[3.5]nonane-1-sulfonamide ClC1=CC=C(C=C1)NS(=O)(=O)N1CCC12CCC(CC2)C2=CC=NC1=CC=C(C=C21)F